[Cl-].CCCOC(=O)C1=C(C=CC=C1)P(C1=CC=CC=C1)C1=CC=CC=C1 (3-propylcarboxyl)triphenylphosphine chloride